ClC1CN2C(CCC3=CC(=CC1=C23)OCCCN2CCC(CC2)C2=NOC3=C2C=CC(=C3)F)=O chloro-8-(3-(4-(6-fluorobenzo[d]isoxazol-3-yl)piperidin-1-yl)propoxy)-5,6-dihydro-1H-pyrrolo[3,2,1-ij]quinolin-4(2H)-one